6-((3,3-difluoropiperidin-4-yl)amino)-N-((S)-3-(3,4-dihydroisoquinolin-2(1H)-yl)-2-hydroxypropyl)pyrimidine-4-carboxamide FC1(CNCCC1NC1=CC(=NC=N1)C(=O)NC[C@@H](CN1CC2=CC=CC=C2CC1)O)F